CC1=[N+](C(=CC=C1)C)[O-] 2,6-dimethylpyridine 1-oxide